(2R,3S)-2-(3-(6-chloro-5-methoxy-1H-benzo[d]imidazol-1-yl)propyl)piperidin-3-ol ClC=1C(=CC2=C(N(C=N2)CCC[C@H]2NCCC[C@@H]2O)C1)OC